C1(CC1)N1C(=CC(C2=CC(=C(C=C12)CN(C(OC(C)(C)C)=O)C(C)C)F)=C=O)C tert-butyl ((1-cyclopropyl-6-fluoro-2-methyl-4-carbonyl-1,4-dihydroquinolin-7-yl)methyl)(isopropyl)carbamate